NC1=CC=C(C=C1)C1=NC2=C(N1)C=CC(=C2)N 2-(4-aminophenyl)-1H-benzimidazol-5-amine